N(=O)C=1C(=NC=NC1N)N 5-NITROSOPYRIMIDIN-4,6-DIAMIN